C(C)C1=C(C(=CC=C1)CC)N(C(CS(=O)(=O)[O-])=O)COCCCC.[Na+] sodium 2-[(2,6-diethylphenyl)(butoxymethyl)amino]-2-oxo-ethanesulfonate salt